N1(CCOCC1)C1=CC2=C(C(N(CCO2)C=2C=NC=CC2C#N)=O)C=C1 8-morpholinyl-4-(4-cyano-3-pyridyl)-3,4-dihydrobenzo[f][1,4]oxazepine-5(2H)-one